DIMETHYLHEPTYLPYRAN CCCCCC(C)C(C)C1=CC(=C2C3=C(CCC(C3)C)C(OC2=C1)(C)C)O